C(=C)C1CC2C=CC1C2 6-vinylbicyclo[2.2.1]hept-2-ene